FC(C1=C(C=NN1CF)C(=O)N)F 5-(difluoromethyl)-1-(fluoromethyl)pyrazole-4-carboxamide